[5-(4-Ethynyl-1H-pyrrolo[2,3-b]pyridin-3-ylmethyl)-pyridin-2-yl]-(4-trifluoromethyl-pyridin-3-ylmethyl)-amine C(#C)C1=C2C(=NC=C1)NC=C2CC=2C=CC(=NC2)NCC=2C=NC=CC2C(F)(F)F